C1(=CC=CC=C1)C1(CCCCC1)N1CCCCC1 1-(1'-phenylcyclohexyl)piperidine